[Cl-].[Cl-].C(C)(C)(C)C1=CC=C(C=C1)C(=[Zr+2](C1=CC(=CC=2C3=CC(=CC=C3CC12)C(C)(C)C)C(C)(C)C)C1C=CC=C1)C1=CC=C(C=C1)C(C)(C)C Bis(p-tert-butylphenyl)methylene(cyclopentadienyl)(3,6-di-tert-butylfluorenyl)zirconium dichloride